4-methylnorbornene CC12C=CC(CC1)C2